4-(N-cyclobutyl-2-(N-(2-(trifluoromethyl)benzyl)-(2,3,4,5,6-pentafluoro-phenyl)sulfonamido)acetamido)-3-cyclopropoxybenzoic acid C1(CCC1)N(C(CN(S(=O)(=O)C1=C(C(=C(C(=C1F)F)F)F)F)CC1=C(C=CC=C1)C(F)(F)F)=O)C1=C(C=C(C(=O)O)C=C1)OC1CC1